OC1=CC=C(C=C1)C(C(=O)N)(CC)C (4-hydroxyphenyl)-2-methylbutanamide